N-[(6-Amino-2-pyridyl)sulfonyl]-6-(6-isopropoxy-3-pyridyl)-2-(3-methyl-1-piperidyl)pyridin-3-carboxamid NC1=CC=CC(=N1)S(=O)(=O)NC(=O)C=1C(=NC(=CC1)C=1C=NC(=CC1)OC(C)C)N1CC(CCC1)C